zinc-manganese selenide [Se-2].[Mn+2].[Zn+2].[Se-2]